1,3-dibromo-5-(2-methoxyethoxy)benzene BrC1=CC(=CC(=C1)OCCOC)Br